BrC=1C=C(C(=C(C1)NCC(=O)OC)[N+](=O)[O-])OCC1=CC=C(C=C1)OC methyl (5-bromo-3-((4-methoxybenzyl)oxy)-2-nitrophenyl)glycinate